(2S,3S,4R,5R)-5-(6-((4-chloropyridin-2-yl)methylamino)-2-(5-methoxypyridin-3-yl)-9H-purine-9-yl)-3,4-dihydroxy-N-methyl-tetrahydrofuran-2-carboxamide ClC1=CC(=NC=C1)CNC1=C2N=CN(C2=NC(=N1)C=1C=NC=C(C1)OC)[C@H]1[C@@H]([C@@H]([C@H](O1)C(=O)NC)O)O